[N+](#[C-])CCOCCOCC[N+]#[C-] 1,2-bis(2-isocyanoethoxy)ethane